chlorotrifluoromethyl-ethylene ClC(=C)C(F)(F)F